C1CC12CN[C@@H](C2)C(=O)O (S)-5-azaspiro[2.4]heptane-6-carboxylic acid